N-(2-Bromo-3-fluoropyridin-4-yl)-8,11,11-trifluoro-8-(hydroxymethyl)-3,4,8,9,10,11-hexahydro-1H-pyrido[4',3':3,4]pyrazolo[1,5-a]azepine-2(7H)-carboxamide BrC1=NC=CC(=C1F)NC(=O)N1CC=2C(=NN3C2C(CCC(C3)(CO)F)(F)F)CC1